ClC=1C=NN2C1C(=CC(=C2)C=2C=NN(C2C)C2CCN(CC2)C(=O)C2(CN(C2)C(C=C)=O)O)OC 1-(3-(4-(4-(3-chloro-4-methoxypyrazolo[1,5-a]pyridin-6-yl)-5-methyl-1H-pyrazol-1-yl)piperidine-1-carbonyl)-3-hydroxyazetidin-1-yl)prop-2-en-1-one